(2R)-N-((R)-(3-chloro-2,4-difluorophenyl)(trans-3-methoxycyclobutyl)methyl)-2-methyl-3-oxopiperazine-1-carboxamide ClC=1C(=C(C=CC1F)[C@H](NC(=O)N1[C@@H](C(NCC1)=O)C)[C@@H]1C[C@H](C1)OC)F